4-((2,2,2-trifluoroethyl)sulfonyl)piperazin FC(CS(=O)(=O)N1CCNCC1)(F)F